3-(tert-butoxycarbonyl)-5-methyl-2-(methylthio)-5,6-dihydro-4H-1,3-thiazin-3-ium iodide [I-].C(C)(C)(C)OC(=O)[N+]1=C(SCC(C1)C)SC